C(C)(C)C1=C(NC2=CC=C(C=C12)[C@@H]1[C@@H](C1)C(=O)NC1CCNCC1)C1=CC(=NC=C1)C (1R,2S)-2-(3-Isopropyl-2-(2-methylpyridin-4-yl)-1H-indol-5-yl)-N-(piperidin-4-yl)cyclopropan-1-carboxamid